[(1R)-2-[(3S)-2,3-dihydro-1-benzofuran-3-yl]-1-{[(1S,2S,4R)-7-oxabicyclo[2.2.1]heptan-2-yl]formamido}ethyl]boronic acid O1C[C@H](C2=C1C=CC=C2)C[C@H](NC(=O)[C@@H]2[C@@H]1CC[C@H](C2)O1)B(O)O